FC1=CC=C(CNC(CC2=CC=3N(C4=CC=CC=C4C3C=C2)C)=O)C=C1 N-(4-fluorobenzyl)-2-(9-methyl-9H-carbazol-2-yl)acetamide